O[C@@H]([C@@H](C(=O)O)NC([C@H](C)NC(CN1CCOCC1)=O)=O)C1=CC=C(C=C1)OC (2S,3R)-3-hydroxy-3-(4-methoxyphenyl)-2-((S)-2-(2-morpholino-acetamido)propionylamino)propionic acid